6-[[(3R)-4,4-difluoro-3-methyl-1-piperidinyl]methyl]-2-[3-[5-(4-methyl-1,2,4-triazol-3-yl)spiro[2.3]hexan-5-yl]phenyl]-4-(trifluoromethyl)isoindolin-1-one FC1([C@@H](CN(CC1)CC1=CC(=C2CN(C(C2=C1)=O)C1=CC(=CC=C1)C1(CC2(CC2)C1)C1=NN=CN1C)C(F)(F)F)C)F